(benzyloxy)-4-iodo-5-methylpyridine C(C1=CC=CC=C1)OC1=NC=C(C(=C1)I)C